3-{4-[4-(Hydroxymethyl)piperidin-1-yl]-3-methyl-2-oxo-1,3-benzodiazol-1-yl}-1-{[2-(trimethylsilyl)ethoxy]methyl}piperidine-2,6-dione OCC1CCN(CC1)C1=CC=CC=2N(C(N(C21)C)=O)C2C(N(C(CC2)=O)COCC[Si](C)(C)C)=O